5-chloro-N-((4-cyclopropylthiazol-2-yl)methyl)-3-isopropyl-pyrazolo[1,5-a]pyrimidin-7-amine ClC1=NC=2N(C(=C1)NCC=1SC=C(N1)C1CC1)N=CC2C(C)C